tert-butyl 7-((3-bromo-5-chloropyridin-2-yl)ethynyl)-4-azaspiro[2.5]octane-4-carboxylate BrC=1C(=NC=C(C1)Cl)C#CC1CCN(C2(CC2)C1)C(=O)OC(C)(C)C